4-((chloromethyl)sulfonyl)-3-(((chloromethyl)sulfonyl)methyl)pyrrolidine-1,2-dicarboxylate ClCS(=O)(=O)C1C(C(N(C1)C(=O)[O-])C(=O)[O-])CS(=O)(=O)CCl